C(C)(C)(C)OC(=O)N1CC(C1)N1CC(C(CC1)N1CCC(CC1)N1N=C(C=2C1=NC=NC2N)C2=CC=C(C=C2)OC2=CC=CC=C2)F trans-tert-butyl-3-(4-(4-amino-3-(4-phenoxyphenyl)-1H-pyrazolo[3,4-d]pyrimidin-1-yl)-3'-fluoro-[1,4'-bipiperidin]-1'-yl)azetidine-1-carboxylate